[Cl-].[Cl-].C[Zr](C1C=CC2=CC=3CCCC3C=C12)(C1C=CC=C1)([SiH]([SiH3])[SiH3])(C)(C)C Tetramethyldisilylsilyl-(cyclopentadienyl)(1,5,6,7-tetrahydro-s-indacenyl)zirconium dichloride